(R)-(3-fluoro-4-methoxyphenyl)-3-(5-(4-(5,6,7,8-tetrahydro-1,8-naphthyridin-2-yl)butyl)thiazol-2-yl)propionic acid FC=1C=C(C=CC1OC)[C@H](C(=O)O)CC=1SC(=CN1)CCCCC1=NC=2NCCCC2C=C1